ON1NC(=CC=C1C1=CN=C(O1)NC=1C=CC=NC1)C(F)(F)F N'-hydroxy-5-((5-(6-(trifluoromethyl)pyridazin-3-yl)oxazol-2-yl)amino)pyridine